IC1=C2C=C(C(NC2=CC=N1)=O)CC(=O)OC Methyl 2-(5-iodo-2-oxo-1H-1,6-naphthyridin-3-yl)acetate